FC1=C2CN(CC2=CC=C1O)C(CCC(=O)OCC)=O ethyl 4-(4-fluoro-5-hydroxy-isoindolin-2-yl)-4-oxobutyrate